3-(4-(5-methoxy-2-(1-methyl-1H-pyrazol-4-yl)-4-nitrophenyl)piperazin-1-yl)azetidine-1-carboxylic acid tert-butyl ester C(C)(C)(C)OC(=O)N1CC(C1)N1CCN(CC1)C1=C(C=C(C(=C1)OC)[N+](=O)[O-])C=1C=NN(C1)C